3-cyclopropyl-N-(3,3-difluorocyclobutyl)-7-(3-oxo-2-pyridin-3-yl-1H-pyrazol-5-yl)-7,8-dihydro-6H-cyclopenta[g]isoquinoline-5-sulfonamide C1(CC1)C=1N=CC=2C=C3C(=C(C2C1)S(=O)(=O)NC1CC(C1)(F)F)CC(C3)C3=CC(N(N3)C=3C=NC=CC3)=O